BrC=1N=C(SC1)C[C@@H](C(=O)OC(=O)C1NNCCC1)NC(=O)OC(C)(C)C [(2S)-3-(4-bromothiazol-2-yl)-2-(tert-butoxycarbonylamino)propanoyl]hexahydropyridazine-3-carboxylate